ClC1=NC(=NN2C1=C(C(=C2)C2=C(C(=CC=C2)OC)F)C2=CC=CC=C2)C=2N(C=CN2)C chloro-6-(2-fluoro-3-methoxyphenyl)-2-(1-methyl-1H-imidazol-2-yl)-5-phenylpyrrolo[2,1-F][1,2,4]triazine